pent-4-en-1-yl 5-hydroxy-9,10-dioxo-4-(pent-4-en-1-yloxy)-9,10-dihydroanthracene-2-carboxylate OC1=C2C(C=3C(=CC(=CC3C(C2=CC=C1)=O)C(=O)OCCCC=C)OCCCC=C)=O